4-(4-(4-(2-(2-Aminopyridin-3-yl)-5-phenyl-3H-imidazo[4,5-b]pyridin-3-yl)benzyl)piperazine-1-carbonyl)pyridazine-3-carbonitrile NC1=NC=CC=C1C1=NC=2C(=NC(=CC2)C2=CC=CC=C2)N1C1=CC=C(CN2CCN(CC2)C(=O)C2=C(N=NC=C2)C#N)C=C1